2-((4-fluoro-2,6-dimethylphenyl)amino)-N-(6-methoxypyridin-3-yl)-4-(trifluoromethyl)benzamide FC1=CC(=C(C(=C1)C)NC1=C(C(=O)NC=2C=NC(=CC2)OC)C=CC(=C1)C(F)(F)F)C